OP(O)(=O)OP(=O)(O)O.ClCCNCCNCCN (2-chloroethyl) diethylenetriamine diphosphate